1-((4-(3-(1,1-dioxido-4-oxo-1,2,5-thiadiazolidin-2-yl)-2-fluoro-4-hydroxyphenyl)-1H-pyrazol-1-yl)methyl)cyclobutane-1-carbonitrile O=S1(N(CC(N1)=O)C=1C(=C(C=CC1O)C=1C=NN(C1)CC1(CCC1)C#N)F)=O